(cis)-1-(tert-butoxycarbonyl)-4-(methoxycarbonyl)piperidine-3-carboxylic acid C(C)(C)(C)OC(=O)N1C[C@H]([C@H](CC1)C(=O)OC)C(=O)O